tert-butyl 2-[2-[2-[2-[2-[2-(2-hydroxyethoxy)ethoxy]ethoxy]ethoxy]ethoxy]ethoxy]acetate OCCOCCOCCOCCOCCOCCOCC(=O)OC(C)(C)C